[N+](=O)([O-])C=1C=NN(C1)CCOCCOCCOCCN 2-[2-[2-(4-Nitropyrazol-1-yl)ethoxyethoxy]ethoxy]ethanamine